ClC=1C=C(C(=NC1)OC)S(=O)(=O)NC=1C(=C(C(=CC1)F)C=1N=CC=2N(C1F)C=NC2C(=O)NC)F 6-[3-(5-chloro-2-methoxypyridine-3-sulfonamido)-2,6-difluorophenyl]-5-fluoro-N-methylimidazo[1,5-a]pyrazine-1-carboxamide